OC1=NC(NC=C1)=O hydroxyl-pyrimidone